N-(quinoxalin-6-yl)-(2S)-2-[4-{5-chloro-2-[4-(difluoromethyl)-1H-1,2,3-triazol-1-yl]phenyl}-5-methoxy-2-oxopyridin-1(2H)-yl]butanamide N1=CC=NC2=CC(=CC=C12)NC([C@H](CC)N1C(C=C(C(=C1)OC)C1=C(C=CC(=C1)Cl)N1N=NC(=C1)C(F)F)=O)=O